ClC=1C=C(C=C(C1)C1=NC=CN=C1)NCCCCCCN1C(C(C(C(C1)O)O)O)CO 1-(6-{[3-chloro-5-(pyrazin-2-yl)phenyl]amino}hexyl)-2-(hydroxymethyl)piperidine-3,4,5-triol